6-(3-(diethylamino)phenyl)-5,7-dimethyl-2-(pyridin-2-yl)-2,6-dihydro-1H-pyrrolo[3,4-d]pyridazin-1-one C(C)N(C=1C=C(C=CC1)N1C(=C2C(N(N=CC2=C1C)C1=NC=CC=C1)=O)C)CC